2-(2-amino-6-(azetidin-3-ylamino)-9H-purin-9-yl)-N-(1-ethyl-3-methyl-1H-pyrazol-5-yl)acetamide NC1=NC(=C2N=CN(C2=N1)CC(=O)NC1=CC(=NN1CC)C)NC1CNC1